(R)-4-[6-Fluoro-2-(5-fluoro-2-pyridyl)-6-(methoxymethyl)-5,7-dihydro-4H-pyrazolo[1,5-a]pyridin-3-yl]-6-methyl-1H-pyrazolo[3,4-b]pyridine F[C@@]1(CCC=2N(C1)N=C(C2C2=C1C(=NC(=C2)C)NN=C1)C1=NC=C(C=C1)F)COC